N[C@H](C(=O)NCCCOCC(=O)N1CCN(CC1)C=1C(=CC2=C(C(C=3NC4=CC(=CC=C4C3C2=O)C#N)(C)C)C1)CC)C(C)(C)C (2S)-2-amino-N-{3-[2-(4-{3-cyano-9-ethyl-6,6-dimethyl-11-oxo-5H,6H,11H-benzo[b]carbazol-8-yl}piperazin-1-yl)-2-oxoethoxy]propyl}-3,3-dimethylbutanamide